4-(2-cyclopropyl-8-fluoro-4-(methylamino)quinolin-6-yl)piperazine-1-carboxylic acid tert-butyl ester C(C)(C)(C)OC(=O)N1CCN(CC1)C=1C=C2C(=CC(=NC2=C(C1)F)C1CC1)NC